ClC=1C(=C2C(=C(N=C(C2=CN1)N1CC2CCC(C1)N2C(=O)OC(C)(C)C)C)C2(CC2)OC2OCCCC2)F tert-butyl 3-[6-chloro-5-fluoro-3-methyl-4-(1-tetrahydropyran-2-yloxycyclopropyl)-2,7-naphthyridin-1-yl]-3,8-diazabicyclo[3.2.1]octane-8-carboxylate